ClC1=CC2=C(N(C(N=C2N2CC3(CCN(C3)C(=O)[O-])CC2)=O)C=2C(=NC=CC2C)C(C)C)N=C1Cl 7-(6,7-Dichloro-1-(2-isopropyl-4-methylpyridin-3-yl)-2-oxo-1,2-dihydropyrido[2,3-d]pyrimidin-4-yl)-2,7-diazaspiro[4.4]nonane-2-carboxylate